N-(4-(6-methoxy-7-(3-(4-methylpiperidin-1-yl)propoxy)quinazolin-4-yl)phenyl)-2-(4-(trifluoromethyl)phenyl)acetamide COC=1C=C2C(=NC=NC2=CC1OCCCN1CCC(CC1)C)C1=CC=C(C=C1)NC(CC1=CC=C(C=C1)C(F)(F)F)=O